NC=1C(=C(OC=2C(=C(C(=O)C3=CC=CC=C3)C=CC2)OC2=C(C(=CC=C2)N)C(C2=CC=CC=C2)(C)C)C=CC1)C(C1=CC=CC=C1)(C)C bis(amino-alpha,alpha-dimethylbenzylphenoxy)benzophenone